4-{5-[(R)-(1,3-Dimethyl-azetidin-3-yl)-hydroxy-(4-isopropyl-phenyl)-methyl]-pyridin-3-yl}-2-(2-methyl-pyrimidin-4-yl)-but-3-yn-2-ol CN1CC(C1)(C)[C@@](C=1C=C(C=NC1)C#CC(C)(O)C1=NC(=NC=C1)C)(C1=CC=C(C=C1)C(C)C)O